trans-4-[5-bromo-2-[(3-fluoro-propyl)amino]-7H-pyrrolo[2,3-d]pyrimidin-7-yl]cyclohexan-1-ol BrC1=CN(C=2N=C(N=CC21)NCCCF)[C@@H]2CC[C@H](CC2)O